ethyl ((3-(hydroxymethyl)-1-(1-(cis-4-isopropylcyclohexyl) piperidin-4-yl)-1H-indol-2-yl)methyl)carbamate OCC1=C(N(C2=CC=CC=C12)C1CCN(CC1)[C@@H]1CC[C@@H](CC1)C(C)C)CNC(OCC)=O